CC1=C(C(=CC(=C1)C)C)S(=O)(=O)[O-].[Na+] sodium 2,4,6-trimethylphenylsulphonate